COC([C@H](C)OC1OCCCC1)=O.CN([C@H](CNC(=O)C1C(C1)C1=NC=CC=N1)CC1=C(C=C(C=C1C)O)C)C N-((S)-2-(dimethylamino)-3-(4-hydroxy-2,6-dimethylphenyl)propyl)-2-(pyrimidin-2-yl)cyclopropane-1-carboxamide Methyl-(2S)-2-tetrahydropyran-2-yloxypropionate